5-sulfamoyl-2,3-dihydro-1H-indene-2-carboxylate S(N)(=O)(=O)C=1C=C2CC(CC2=CC1)C(=O)[O-]